C(C)(C)(C)OC(=O)N1CCC(CC1)OC1=CC=C(C=C1)C1=CC(=C2CN(C(C2=C1)=O)C(C(=O)O[Li])C1=C2N(C=N1)CCC2)F [2-[6-[4-[(1-tert-butoxycarbonyl-4-piperidyl)oxy]phenyl]-4-fluoro-1-oxo-isoindolin-2-yl]-2-(6,7-dihydro-5H-pyrrolo[1,2-c]imidazol-1-yl)acetyl]oxylithium